[Na].[U] uranium-sodium